tri-n-hexylbutyl-phosphonium C(CCCCC)[P+](CCCC)(CCCCCC)CCCCCC